2'-(5-tert-butyl-1H-1,3-benzodiazol-2-yl)-4'-chloro-4-{[(1R)-1-phenylbutyl]carbamoyl}-[1,1'-biphenyl]-2-carboxylic acid C(C)(C)(C)C1=CC2=C(NC(=N2)C2=C(C=CC(=C2)Cl)C=2C(=CC(=CC2)C(N[C@H](CCC)C2=CC=CC=C2)=O)C(=O)O)C=C1